N-(4-(4-Methylpiperazin-1-yl)phenyl)-2-oxo-4-((1-(pyridin-3-yl)piperidin-4-yl)amino)-1,2-dihydropyridine-3-carboxamide CN1CCN(CC1)C1=CC=C(C=C1)NC(=O)C=1C(NC=CC1NC1CCN(CC1)C=1C=NC=CC1)=O